NC1=NC=C(C(=N1)C(F)F)C1=NC(=NC(=N1)N1CCOCC1)N1CCN(CC1)C(CCCC(C=C(C)C)=O)=O 1-(4-(4-(2-amino-4-(difluoromethyl)pyrimidin-5-yl)-6-morpholino-1,3,5-triazin-2-yl)piperazin-1-yl)-7-methyloct-6-ene-1,5-dione